(9-(3,5-dicyanophenyl)-9H-carbazol-3-yl)boronic acid C(#N)C=1C=C(C=C(C1)C#N)N1C2=CC=CC=C2C=2C=C(C=CC12)B(O)O